C(C)OC1=CC=C(C[C@H](N(CC(=O)O)CC(=O)[O-])CN(CCN(CC(=O)O)CC(=O)[O-])CC(=O)[O-])C=C1 (4S)-4-(4-ethoxybenzyl)-3,6,9-tris-(carboxylatomethyl)-3,6,9-triazaundecanedioic acid